FC(C1=C(C=CC=C1)[C@@H](C)N)(F)F (R)-1-(2-(trifluoromethyl)phenyl)ethan-1-amine